O=C1NC(CCC1N1C(C2=CC=CC(=C2C1=O)NCCC[C@H]1CNCCO1)=O)=O 2-(2,6-Dioxo-3-piperidyl)-4-[3-[(2S)-morpholin-2-yl]propylamino]isoindoline-1,3-dione